(2-(3-(1-(3-(2-(2-(2-aminoethoxy)ethoxy)ethoxy)propanoyl)piperidin-4-yl)-5'-fluoro-1'-methyl-1H,1'H-[4,6'-biindazol]-1-yl)acetyl)glycylglycine NCCOCCOCCOCCC(=O)N1CCC(CC1)C1=NN(C=2C=CC=C(C12)C1=C(C=C2C=NN(C2=C1)C)F)CC(=O)NCC(=O)NCC(=O)O